ClC=1C=C2C=C(CN(C2=NC1C1=C(C=CC=C1OC)F)C=1C(=NC=CC1C)C(C)C)[N+](=O)[O-] 6-chloro-7-(2-fluoro-6-methoxyphenyl)-1-(2-isopropyl-4-methylpyridin-3-yl)-3-nitro-1,8-naphthyridine